tert-butyl((S)-1-(((S)-1-((3R,5'S)-5'-cyano-2-oxospiro[indoline-3,3'-Pyrrolidine]-1'-yl)-3-cyclopropyl-1-oxopropan-2-yl)amino)-3-methyl-1-oxobutan-2-yl)carbamate C(C)(C)(C)OC(N[C@H](C(=O)N[C@H](C(=O)N1C[C@]2(C[C@H]1C#N)C(NC1=CC=CC=C12)=O)CC1CC1)C(C)C)=O